5-chloro-1,3-dimethylpyrazole ClC1=CC(=NN1C)C